3-(4-acetoxy-3,5-dimethyl-phenyl)-5,7-di-tert-butyl-benzofuran-2-one C(C)(=O)OC1=C(C=C(C=C1C)C1C(OC2=C1C=C(C=C2C(C)(C)C)C(C)(C)C)=O)C